CO[C@@H]1CN(CC1)C(=O)N1CC2=C(C=C(C=C2CC1)C=1C=C2C(=NC1)NC=C2C)[C@H]2N(CCC2)C(=O)OC(C)(C)C tert-butyl (S)-2-[2-[(S)-3-methoxypyrrolidine-1-carbonyl]-6-(3-methyl-1H-pyrrolo[2,3-b]pyridin-5-yl)-1,2,3,4-tetrahydroisoquinolin-8-yl]pyrrolidine-1-carboxylate